C1C(CC2=CC=CC=C12)NC1=NC=C(C=N1)C=C N-(2,3-dihydro-1H-inden-2-yl)-5-vinyl-pyrimidin-2-amine